2,6-diethyl-1,4-phenylene ether C(C)C1=C2C(=CC(=C1)O2)CC